2-(4-(((4-(3-Amino-1H-indazol-5-yl)pyridin-2-yl)amino)methyl)phenyl)propan-2-ol NC1=NNC2=CC=C(C=C12)C1=CC(=NC=C1)NCC1=CC=C(C=C1)C(C)(C)O